2,4,6,8-tetraallyl-2,4,6,8-tetramethylcyclotetrasiloxane C(C=C)[Si]1(O[Si](O[Si](O[Si](O1)(C)CC=C)(C)CC=C)(C)CC=C)C